C(C1=CC=CC=C1)N1C(=NC=C1C=1C=C(C=CC1)C)C(=O)C=1C=C(C=CC1)C (1-benzyl-5-(m-Tolyl)-1H-imidazol-2-yl)(m-Tolyl)methanone